ClCC1=NC2=C(N1CCOC1CC1)C=C(C=C2OC)C(=O)OC Methyl 2-(chloromethyl)-1-(2-cyclopropoxyethyl)-4-methoxy-1H-benzo[d]imidazole-6-carboxylate